CC1=C(C=CC(=C1)C)S(=O)(=O)N1CC2(C[C@H]3CC[C@@H](C2)N3)C1 (1'R,5'S)-1-((2,4-dimethylphenyl)sulfonyl)-8'-azaspiro[azetidine-3,3'-bicyclo[3.2.1]octane]